(1R,4R)-N1-(4-(1-methyl-5-neopentyl-1H-pyrazol-4-yl)pyrimidin-2-yl)cyclohexane-1,4-diamine CN1N=CC(=C1CC(C)(C)C)C1=NC(=NC=C1)NC1CCC(CC1)N